2'-chloro-5'-methoxy-6-methyl-N-(5-((1s,3s)-3-(trifluoromethoxy)cyclobutane-1-carbonyl)-5,6-dihydro-4H-pyrrolo[3,4-d]thiazol-2-yl)-[4,4'-bipyridine]-3-carboxamide ClC1=NC=C(C(=C1)C1=C(C=NC(=C1)C)C(=O)NC=1SC2=C(N1)CN(C2)C(=O)C2CC(C2)OC(F)(F)F)OC